CN1N=C(N=C1)CNC=1C(N(C=CC1)C1=CC=C2C(=N1)C=NN2)=O (1-methyl-1,2,4-triazol-3-yl)methylamino[pyrazolo[4,3-b]pyridin-5-yl]-1H-pyridin-2-one